5-(3-ethoxypyridazin-4-yl)-1-isopropyl-3-methyl-N-[(2-methylthiazol-5-yl)methyl]pyrazolo[4,3-b]pyridin-7-amine C(C)OC=1N=NC=CC1C1=CC(=C2C(=N1)C(=NN2C(C)C)C)NCC2=CN=C(S2)C